C(C)C(CCC(C)C)O ethyl-4-methylpentane-1-ol